Methyl-1-methylindazole-6-carboxylate COC(=O)C1=CC=C2C=NN(C2=C1)C